4-fluoro-N-(5-{1-[4-(trifluoromethyl)phenyl]-1H-pyrazol-4-yl}-1H-indol-3-yl)oxane-4-carboxamide FC1(CCOCC1)C(=O)NC1=CNC2=CC=C(C=C12)C=1C=NN(C1)C1=CC=C(C=C1)C(F)(F)F